N(=C=O)C1C2C=CC(C1N=C=O)(C2)CCCC 5,6-diisocyanatobutylbicyclo[2.2.1]hept-2-ene